lithium methoxycarbonyl-4-(trifluoromethyl)phenylsulfonamide COC(=O)NS(=O)(=O)C1=CC=C(C=C1)C(F)(F)F.[Li]